CN1N(CC=C1C(=O)OC[C@]12C[C@H](CN2CC2(C1)CC2)F)CCCCCCCC#C ((6'R,7a'R)-6'-fluorodihydro-1'H,3'H-spiro[cyclopropane-1,2'-pyrrolizine]-7a'(5'H)-yl)methanol methyl-2-(non-8-yn-1-yl)-1H-pyrazole-5-carboxylate